FC1(CNCCC1NC(=O)C1=C(OC2=C1C=C(C=C2)OCC=2SC=CN2)C)F N-(3,3-difluoropiperidin-4-yl)-2-methyl-5-(thiazol-2-ylmethoxy)benzofuran-3-carboxamide